(2S)-2-(9-fluorenylmethoxycarbonylamino)-3-naphthalen-2-yl-propionic acid C1=CC=CC=2C3=CC=CC=C3C(C12)COC(=O)N[C@H](C(=O)O)CC1=CC2=CC=CC=C2C=C1